COC1=CC(=NN(N1)Cl)OC 2-chloro-4,6-dimethoxy-triazine